1-(2,6-difluorobenzyl)-3-(6-(2,2-difluoroethoxy)pyridin-3-yl)-5-((dimethylamino)methyl)-6-(4-nitrophenyl)thieno[2,3-d]pyrimidine-2,4(1H,3H)-dione FC1=C(CN2C(N(C(C3=C2SC(=C3CN(C)C)C3=CC=C(C=C3)[N+](=O)[O-])=O)C=3C=NC(=CC3)OCC(F)F)=O)C(=CC=C1)F